N-(4-(6,6-difluoro-7-phenyl-1,4-oxazepan-4-yl)-2-fluoro-6-methylphenyl)-3,3-dimethylbutanamide FC1(CN(CCOC1C1=CC=CC=C1)C1=CC(=C(C(=C1)C)NC(CC(C)(C)C)=O)F)F